dicyclohexyl-(2',4',6'-triisopropyl-3,6-dimethoxy-[1,1'-biphenyl]) C1(CCCCC1)C=1C(=C(C(=C(C1C(C)C)C1=CC(=CC=C1OC)OC)C(C)C)C1CCCCC1)C(C)C